FC1(CN(CC[C@H]1NC1=NN2C(C(=N1)OC)=C(C=C2[2H])C=2C=CC1=C(N(N=N1)CCF)C2)C(C([2H])([2H])[2H])=O)F (R)-1-(3,3-difluoro-4-((5-(1-(2-fluoroethyl)-1H-benzo[d][1,2,3]triazol-6-yl)-4-methoxypyrrolo[2,1-f][1,2,4]triazin-2-yl-7-d)amino)piperidin-1-yl)ethan-1-one-2,2,2-d3